O=C1NC(=CC=C1C(=O)O)C(F)(F)F 2-oxo-6-(trifluoromethyl)-1,2-dihydropyridin-3-carboxylic acid